([1,3]Dioxolo[4',5':5,6]Benzo[1,2-d]Thiazole-7-yl)-3-Methoxypropane-1,2-diamine O1COC=2C=CC3=C(N=C(S3)C(C(COC)N)N)C21